1-(3-((4-((3-(oxazol-5-yl)-phenyl)amino)pyrido[3,4-d]pyrimidin-6-yl)oxy)-pyrrolidin-1-yl)prop-2-en-1-one O1C=NC=C1C=1C=C(C=CC1)NC=1C2=C(N=CN1)C=NC(=C2)OC2CN(CC2)C(C=C)=O